C(C1=CC=CC=C1)N1[C@H]2CC[C@@H]([C@H](C1)NC(OC(C)(C)C)=O)C2 tert-butyl ((1S,4R,5R)-2-benzyl-2-azabicyclo[3.2.1]octan-4-yl)carbamate